C(C)(=O)[C@]1([C@]([C@]([C@](O)(O1)C(C)=O)(O)C(C)=O)(O)C(C)=O)CO tetraacetyl-β-D-ribose